6-(2-chloro-5-fluoro-pyrimidin-4-yl)-4-fluoro-1-isopropyl-2-methyl-benzimidazole ClC1=NC=C(C(=N1)C=1C=C(C2=C(N(C(=N2)C)C(C)C)C1)F)F